CC1(OB(OC1(C)C)/C=C/[C@H](C)NC(OC(C)(C)C)=O)C tert-butyl (S,E)-(4-(4,4,5,5-tetramethyl-1,3,2-dioxaborolan-2-yl)but-3-en-2-yl)carbamate